4-(3-fluorophenyl)-1-(5-(4-(2-methoxyethoxy)phenyl)-4-(4-(trifluoromethyl)phenyl)thiazol-2-yl)-3-methyl-1H-pyrazole-5-carboxylic acid FC=1C=C(C=CC1)C=1C(=NN(C1C(=O)O)C=1SC(=C(N1)C1=CC=C(C=C1)C(F)(F)F)C1=CC=C(C=C1)OCCOC)C